N-cyclopentyl-2-(4-(2-hydroxypropan-2-yl)phenyl)oxazole-4-carboxamide C1(CCCC1)NC(=O)C=1N=C(OC1)C1=CC=C(C=C1)C(C)(C)O